CN1C=NC(=C1)C1=NC(=NC=C1C(F)(F)F)NC1CCN(CC1)C(=O)OC(C)(C)C tert-Butyl 4-((4-(1-methyl-1H-imidazol-4-yl)-5-(trifluoromethyl)pyrimidin-2-yl)amino)piperidine-1-carboxylate